((3S,6R)-1-methyl-6-(trifluoromethyl)piperidin-3-yl)-4-azaspiro[2.5]octane-7-carboxamide CN1C[C@@H](CC[C@@H]1C(F)(F)F)C1CC12NCCC(C2)C(=O)N